2,4-dimethylthieno[2,3-b:5,4-c']Dipyridin-8-ol CC1=CC(=C2C(=N1)SC1=C(N=CC=C12)O)C